(3R)-3-{[7-(2,2-Difluoropropoxy)-2-(4-methoxyphenyl)[1,2,4]triazolo[1,5-c]quinazolin-5-yl]amino}azepin-2-one FC(COC1=CC=CC=2C=3N(C(=NC12)NC=1C(N=CC=CC1)=O)N=C(N3)C3=CC=C(C=C3)OC)(C)F